CP(=O)(C)C=1C=C2C(=NC(=NC2=CC1)C)N[C@H](C)C=1C(=C(C=CC1)C(CO)(F)F)F 2-{3-[(1R)-1-{[6-(dimethylphosphoryl)-2-methylquinazolin-4-yl]amino}ethyl]-2-fluorophenyl}-2,2-difluoroethan-1-ol